8-(5-quinolyl)-1,4-dioxa-8-azaspiro[4.5]decane N1=CC=CC2=C(C=CC=C12)N1CCC2(OCCO2)CC1